4-(2-bromophenyl)piperidine tert-butyl-3-[3-[[6-(trifluoromethyl)-3-pyridyl]methyl]-1-bicyclo[1.1.1]pentanyl]azetidine-1-carboxylate C(C)(C)(C)OC(=O)N1CC(C1)C12CC(C1)(C2)CC=2C=NC(=CC2)C(F)(F)F.BrC2=C(C=CC=C2)C2CCNCC2